2,6-bis(benzhydryl)-4-trifluoromethoxyaniline (2R)-4-[3-bromo-6-nitro-2-(trifluoromethyl)phenyl]-2-formylpiperazin-1-carboxylate BrC=1C(=C(C(=CC1)[N+](=O)[O-])N1C[C@@H](N(CC1)C(=O)O)C=O)C(F)(F)F.C(C1=CC=CC=C1)(C1=CC=CC=C1)C1=C(N)C(=CC(=C1)OC(F)(F)F)C(C1=CC=CC=C1)C1=CC=CC=C1